FC1=C(C=CC=C1)C1=CC=CC=2N=C(SC21)C(=O)N[C@@H]2C(N(C1=C(OC2)C=CC=C1)C)=O 7-(2-fluorophenyl)-N-((S)-5-methyl-4-oxo-2,3,4,5-tetrahydrobenzo[b][1,4]oxazepin-3-yl)benzo[d]thiazole-2-carboxamide